C(CCCCCCC\C=C/CCCCCCCC)N(CCO)CCCCCCCC\C=C/CCCCCCCC 2-(Di((Z)-octadeca-9-en-1-yl)amino)ethane-1-ol